5-chloro-1-(4-propylphenyl)-2-oxo-1,2-dihydroquinoxaline-3-carboxylic acid ClC1=C2N=C(C(N(C2=CC=C1)C1=CC=C(C=C1)CCC)=O)C(=O)O